ClC1=C(C=CC=C1)N1C(N=C(C2=C1N=C(S2)SC)NC)=O 4-(2-chlorophenyl)-7-(methylamino)-2-(methylsulfanyl)-[1,3]thiazolo[4,5-d]pyrimidin-5-one